CS(=O)C1=NC=CC(=C1)NC(=O)C=1C=NC2=CC=CC=C2C1 N-(2-(methylsulfinyl)pyridin-4-yl)quinoline-3-carboxamide